BrCCOCCOCCS(=O)C1=C2CN(C(C2=CC=C1)=O)C1CNCCC1 3-(4-(2-(2-(2-bromoethoxy)ethoxy)ethylsulfinyl)-1-oxoisoindolin-2-yl)piperidine